3-(tert-butyl)-N-(4-(2-(cyclopropanecarboxamido)pyridin-4-yl)-2-cyclopropyl-3-fluorobenzyl)-1,2,4-oxadiazole-5-carboxamide C(C)(C)(C)C1=NOC(=N1)C(=O)NCC1=C(C(=C(C=C1)C1=CC(=NC=C1)NC(=O)C1CC1)F)C1CC1